4-(6,7-dimethoxy-quinoline-4-yloxy)phenylamine COC=1C=C2C(=CC=NC2=CC1OC)OC1=CC=C(C=C1)N